4-(6-chloro-3-iodoimidazo[1,2-b]pyridazin-8-yl)morpholine ClC=1C=C(C=2N(N1)C(=CN2)I)N2CCOCC2